ClC1=NC=CC(=C1F)CC#N 2-(2-chloro-3-fluoropyridin-4-yl)acetonitrile